FC=1C=CC2=C(CCO2)C1CNC1=NC=C(C=2N1C=NN2)C=2C=1N(C(=CC2)C)C(=CN1)CC(=O)N1CCOCC1 2-(8-(5-(((5-fluoro-2,3-dihydrobenzofuran-4-yl)methyl)amino)-[1,2,4]triazolo[4,3-c]pyrimidin-8-yl)-5-methylimidazo[1,2-a]pyridin-3-yl)-1-morpholinoethan-1-one